benzyl (2R,4R)-2-((5-((+)-1-(((S)-tert-butylsulfinyl)amino)-3-cyclopropyl-1-(pyridin-2-yl)propyl)-2-fluorophenyl)carbamoyl)-4-methoxypyrrolidine-1-carboxylate C(C)(C)(C)[S@](=O)NC(CCC1CC1)(C1=NC=CC=C1)C=1C=CC(=C(C1)NC(=O)[C@@H]1N(C[C@@H](C1)OC)C(=O)OCC1=CC=CC=C1)F